7-fluoro-4-(prop-2-yn-1-yl)-6-(2,3,4,5-tetrafluorophenyl)-2H-benzo[b][1,4]oxazin-3(4H)-one FC=1C(=CC2=C(OCC(N2CC#C)=O)C1)C1=C(C(=C(C(=C1)F)F)F)F